carboxybutyl-3-methyl-3-octyl-methyl-3-propyl-carboxylate C(=O)(O)CCCCC(CC(CCCCCCCC)(C)C(=O)[O-])C